7-(3-chloro-4-((4-chloro-7H-pyrrolo[2,3-d]pyrimidin-5-yl)(hydroxy)methyl)phenoxy)benzofuran-5-carbonitrile ClC=1C=C(OC2=CC(=CC=3C=COC32)C#N)C=CC1C(O)C1=CNC=3N=CN=C(C31)Cl